tert-butyl 2-(4-methyl-6-(trifluoromethyl)pyridin-3-yl)-3-oxo-2,8-diazaspiro[4.5]decane-8-carboxylate CC1=C(C=NC(=C1)C(F)(F)F)N1CC2(CC1=O)CCN(CC2)C(=O)OC(C)(C)C